(3-(1-Isopropyl-1H-pyrazol-4-yl)phenyl)((trans-4-(5-methoxy-6-methylpyridin-2-yl)cyclohexyl)methyl)(carbamoyl)cyclohexyl 3-methoxyazetidine-1-carboxylate COC1CN(C1)C(=O)OC1(C(CCCC1)(C[C@@H]1CC[C@H](CC1)C1=NC(=C(C=C1)OC)C)C1=CC(=CC=C1)C=1C=NN(C1)C(C)C)C(N)=O